((4R,5R,7S,8R)-8-(benzoyloxy)-5-(2,4-dioxo-3,4-dihydropyrimidin-1(2H)-yl)-7-fluoro-6-oxa-1-thiaspiro[3.4]octan-7-yl)methyl benzoate C(C1=CC=CC=C1)(=O)OC[C@]1(O[C@H]([C@@]2(CCS2)[C@@H]1OC(C1=CC=CC=C1)=O)N1C(NC(C=C1)=O)=O)F